ClC1=CC=C(C=C1)C=1C=C(C(=O)NC(C)(C)C#N)C=C(C1)I 3-(4-chlorophenyl)-N-(2-cyano-propan-2-yl)-5-iodo-benzamide